ClC1=C(C(=CC=C1Cl)OCOCC[Si](C)(C)C)C1CC(N(C1)CC(CCO)=O)=N 1-(4-(2,3-dichloro-6-((2-(trimethylsilyl)ethoxy)methoxy)phenyl)-2-iminopyrrolidin-1-yl)-4-hydroxybutan-2-one